o-tolyl(4-(o-tolyl)-[1,2,3]triazolo[1,5-a]quinoxalin-3-yl)methanone C1(=C(C=CC=C1)C(=O)C=1N=NN2C1C(=NC1=CC=CC=C21)C2=C(C=CC=C2)C)C